6H-benzo[C]chromen-6-one C1=C2C3=C(C(OC2=CC=C1)=O)C=CC=C3